C1(=CC=CC=C1)C=1NC2=C(N1)C=CC=C2 phenyl-benzimidazole